C(C)(C)(C)OC(N(C(=O)OC(C)(C)C)CC1=C(C2=C(C(=N1)C1=CC=C(C=C1)OC(F)(F)F)N=CN2C)Br)=O tert-butyl-N-[[7-bromo-1-methyl-4-[4-(trifluoromethoxy)phenyl]imidazo[4,5-c]pyridin-6-yl]methyl]-N-tert-butoxycarbonyl-carbamate